C(CCCCCCC)C1=CC=C(C2=CC=CC=C12)CCCCCCCCOC1OCCCC1 2-((8-(4-octylnaphthalen-1-yl)octyl)oxy)tetrahydro-2H-pyran